S1(=CC=C(C=C1)C(=O)N)=O 1λ6-Thiopyran-4-carboxamide 1-oxide